(2S)-2-(methylamino)propionic acid methyl ester COC([C@H](C)NC)=O